4-(4-chloro-2-fluoro-phenyl)-2-[(2S,4R)-2-(1-cyclopropylpyrazol-4-yl)tetrahydropyran-4-yl]-7-(2,2,2-trifluoroethyl)pteridine ClC1=CC(=C(C=C1)C1=NC(=NC2=NC(=CN=C12)CC(F)(F)F)[C@H]1C[C@H](OCC1)C=1C=NN(C1)C1CC1)F